((2-(((S)-3,3-dimethyl-1-oxo-1-((S)-2-((5-(o-tolyl)thiazol-2-yl)carbamoyl)pyrrolidin-1-yl)butan-2-yl)carbamoyl)benzo[b]thiophen-5-yl)difluoromethyl)phosphonic acid CC([C@@H](C(N1[C@@H](CCC1)C(NC=1SC(=CN1)C1=C(C=CC=C1)C)=O)=O)NC(=O)C1=CC2=C(S1)C=CC(=C2)C(F)(F)P(O)(O)=O)(C)C